C(C)(=O)C=1C=C(C=CC1)N1N=NC(=C1CC)C(=O)O 1-(3-ACETYL-PHENYL)-5-ETHYL-1H-[1,2,3]TRIAZOLE-4-CARBOXYLIC ACID